(1S,2S,5R)-1-hydroxy-2-isopropyl-5-methyl-N-(3-methylphenylethyl)cyclohexane-1-carboxamide O[C@@]1([C@@H](CC[C@H](C1)C)C(C)C)C(=O)NCCC1=CC(=CC=C1)C